BrC=1C=NC(=NC1)N 5-bromopyrimidin-2-amine